(4S)-N-(7-chloro-6-(trans-4-((S)-3-fluoropyrrolidin-1-yl)cyclohexyl)isoquinolin-3-yl)-2,2-dimethyltetrahydro-2H-pyran-4-carboxamide ClC1=C(C=C2C=C(N=CC2=C1)NC(=O)[C@@H]1CC(OCC1)(C)C)[C@@H]1CC[C@H](CC1)N1C[C@H](CC1)F